Dipyrido[3,2-a:2',3'-c]phenazine C1=CC=NC2=C1C1=NC3=CC=CC=C3N=C1C1=C2N=CC=C1